2-[(2R)-3-(3,4-dihydro-1H-isoquinolin-2-yl)-2-hydroxy-propyl]-6-piperazin-1-yl-3,4-dihydroisoquinolin-1-one C1N(CCC2=CC=CC=C12)C[C@H](CN1C(C2=CC=C(C=C2CC1)N1CCNCC1)=O)O